FC(C=1C=C2C=CC(=NC2=CC1)C=CC(=O)N)(F)F 3-(6-(trifluoromethyl)quinolin-2-yl)acrylamide